N1CC(C1)CO azetidin-3-yl-methanol